N1(CCC1)C1=NN(N=C1)CC(=O)N1[C@@H](C[C@H](C1)F)C(=O)N[C@@H](C1=CC=CC=C1)C1=NC(=C(C=C1)C(C)C)F (2S,4R)-1-{2-[4-(azetidin-1-yl)-2H-1,2,3-triazol-2-yl]acetyl}-4-fluoro-N-[(S)-[6-fluoro-5-(propan-2-yl)pyridin-2-yl](phenyl)methyl]pyrrolidine-2-carboxamide